O1C(CCCC1)N1C=NC(=C1)S(=O)(=N)C1=CC=C(C=N1)C(=O)O 6-[(1-tetrahydropyran-2-ylimidazol-4-yl)sulfonimidoyl]pyridine-3-carboxylic Acid